8-[5-(4-{[1'-(methoxycarbonyl)-[4,4'-bipiperidine]-1-carbonyl]amino}phenyl)pyridine-2-amido]naphthalene-1-carboxylic acid COC(=O)N1CCC(CC1)C1CCN(CC1)C(=O)NC1=CC=C(C=C1)C=1C=CC(=NC1)C(=O)NC=1C=CC=C2C=CC=C(C12)C(=O)O